4-ESTREN-17β-OL-3-ONE C[C@]12CC[C@H]3[C@H]([C@@H]1CC[C@@H]2O)CCC4=CC(=O)CC[C@H]34